FC=1C=C(C=C(C1)F)C1=NCC2=NN=C(N2C=2SC=3CC(CC3C12)C(=O)O)C 9-(3,5-difluorophenyl)-3-methyl-16-thia-2,4,5,8-tetraazatetracyclo-[8.6.0.02,6.011,15]hexadeca-1(10),3,5,8,11(15)-pentaene-13-carboxylic acid